4-Fluoroisoquinoline sulfate S(=O)(=O)(O)O.FC1=CN=CC2=CC=CC=C12